C1(CC1)C1=CN=C2N1N=C(C=C2NC2=CC(=CC=C2)F)OC2CCN(CC2)C 3-cyclopropyl-N-(3-fluorophenyl)-6-((1-methylpiperidin-4-yl)oxy)imidazo[1,2-b]pyridazin-8-amine